4-chloro-1,2-phenylene bis(dimethylcarbamate) CN(C(OC1=C(C=C(C=C1)Cl)OC(N(C)C)=O)=O)C